BrC1=CC2=C(N=CN=C2N[C@H](C)C2=C(C(=CC=C2)C(F)(F)F)C)C(=N1)OC (R)-6-bromo-8-methoxy-N-(1-(2-methyl-3-(trifluoromethyl)phenyl)ethyl)-pyrido[3,4-d]pyrimidin-4-amine